C(C)C(C(=O)[O-])CCCC.C(C)C(C(=O)[O-])CCCC.[Cu+2] copper (II) bis(2-ethylhexanoate)